3-(6-chloro-5-(methylsulfonyl)-1-oxoisoindolin-2-yl)piperidine-2,6-dione ClC1=C(C=C2CN(C(C2=C1)=O)C1C(NC(CC1)=O)=O)S(=O)(=O)C